COC(C(=O)N1C(CCC(C1)C)C=1C=CC2=C(N=C(S2)N2CCN(CC2)C)C1)=O 2-(5-Methyl-2-(2-(4-methylpiperazin-1-yl)benzo[d]thiazol-5-yl)piperidin-1-yl)-2-oxoacetic acid methyl ester